C(C)(C)(C)N1C[C@H](CCC1)C=1N(C2=C(C(=NC=3C=C(C=CC23)C2=NNC=C2)N)N1)C(C)C tert-butyl-(S)-3-(4-amino-1-isopropyl-7-(1H-pyrazol-3-yl)-1H-imidazo[4,5-c]quinolin-2-yl)piperidine